ClC=1C=C(C=CC1Cl)C(C(=O)NNC(=O)C1CN(CC12CN(C2)C2=NC=CC=N2)C(=O)C2=CN=CS2)(F)F N'-(2-(3,4-dichlorophenyl)-2,2-difluoroacetyl)-2-(pyrimidin-2-yl)-6-(thiazole-5-carbonyl)-2,6-diazaspiro[3.4]octane-8-carbohydrazide